C=C1C2C=CC(C1=C)C2 5,6-dimethylenebicyclo[2.2.1]hept-2-ene